ClC1=C(C(=O)N([C@H]2[C@H](CC3=CC=CC=C23)O)C2=CC(=C(C=C2)Cl)C2=NC=CC=C2)C=CC(=C1)C(=O)N 2-chloro-N1-(4-chloro-3-(pyridin-2-yl)phenyl)-N-((1R,2S)-2-hydroxy-2,3-dihydro-1H-inden-1-yl)terephthalamide